C1(=CC=CC2=CC=CC=C12)C1=CC=CC=C1C(=O)N 1-naphthalenebenzamide